N-methoxy-N-methyl-1-[[4-[5-(trifluoromethyl)-1,2,4-oxadiazol-3-yl]phenyl]methyl]pyrazole-4-carboxamide Methyl-5-cyclopropyl-3-methylimidazole-4-carboxylate COC(=O)C=1N(C=NC1C1CC1)C.CON(C(=O)C=1C=NN(C1)CC1=CC=C(C=C1)C1=NOC(=N1)C(F)(F)F)C